C(C)(=O)C1=C(NC2=C(C=CC(=C2C1=O)Cl)Cl)S(=O)CC1=CC=C(C(=O)OC)C=C1 methyl 4-(((3-acetyl-5,8-dichloro-4-oxo-1,4-dihydroquinolin-2-yl)sulfinyl)methyl)benzoate